ICC1(COC(OC1)=O)CI 5,5-diiodomethyl-1,3-dioxane-2-one